[Zn].[Cu].[Mn].[Co].[Ni] nickel-cobalt-manganese-copper-zinc